C(#N)C1=CC=C(C2=C1CCO2)C2C(=C(NC1=C(C=NC(=C21)OC2CCC2)C)C)C(=O)[O-] 4-(4-cyano-2,3-dihydrobenzofuran-7-yl)-5-cyclobutoxy-2,8-dimethyl-1,4-dihydro-1,6-naphthyridine-3-carboxylate